[N+](=O)([O-])C1=CC(=C(C=C1)NCC1(COC1)CCS(=O)(=O)O)C(F)(F)F.ClC1=CC=NC2=CC(=C(C=C12)OC)OC 4-chloro-6,7-dimethoxyquinoline (3-((4-nitro-2-(trifluoromethyl)phenylamino)methyl)oxetan-3-yl)methyl-methanesulfonate